2-Cyclopropyl-5-methoxybenzo[d]thiazole C1(CC1)C=1SC2=C(N1)C=C(C=C2)OC